tert-butyl (2S,6S)-4-{8-fluoro-2-[6-(methoxymethoxy)-2,7-dimethylindazol-5-yl]quinolin-6-yl}-2,6-dimethylpiperazine-1-carboxylate FC=1C=C(C=C2C=CC(=NC12)C1=CC2=CN(N=C2C(=C1OCOC)C)C)N1C[C@@H](N([C@H](C1)C)C(=O)OC(C)(C)C)C